(7R,14R)-1-chloro-2-fluoro-11-methoxy-6-(methyl-d3)-6,7-dihydro-7,14-methanobenzo[f]benzo[4,5]imidazo[1,2-a][1,4]diazocin-5(14H)-one ClC1=C(C=CC=2C(N([C@H]3C=4N([C@@H](C21)C3)C3=C(N4)C=CC(=C3)OC)C([2H])([2H])[2H])=O)F